2-isocyanato-4-[(4-isocyanatocyclohexyl)methyl]-1-methylcyclohexane N(=C=O)C1C(CCC(C1)CC1CCC(CC1)N=C=O)C